1-(1-(1-((4-Fluoropiperidin-4-yl)methyl)piperidin-4-yl)-7-methyl-1H-indol-5-yl)dihydropyrimidine FC1(CCNCC1)CN1CCC(CC1)N1C=CC2=CC(=CC(=C12)C)N1CNCC=C1